4-((2-(3,5-dichlorophenyl)-1,1-difluoroallyl)oxy)-1,2-dimethylbenzene ClC=1C=C(C=C(C1)Cl)C(C(F)(F)OC1=CC(=C(C=C1)C)C)=C